2-methylpropanediol CC(C(O)O)C